6-amino-3-(5-fluoro-2-methylbenzyl)isobenzofuran-1(3H)-one NC1=CC=C2C(OC(C2=C1)=O)CC1=C(C=CC(=C1)F)C